S1C=CC2=C1C=C(C=C2)C(C)=O 1-(benzo[d]thiophen-6-yl)ethane-1-one